C(C1=CC=CC=C1)OC(=O)N([C@H](C(=O)N(CC(=O)OC(C)(C)C)C)CC1=CC=C(C=C1)C)CC tert-Butyl 2-[[(2S)-2-[benzyloxycarbonyl(ethyl)amino]-3-(p-tolyl)propanoyl]-methyl-amino]acetate